3-epoxypropyl methanesulfonate CS(=O)(=O)OC1C(C)O1